NC1=NC2=CC(=C(C=C2C(=C1)CO[Si](C)(C)C(C)(C)C)C(=O)N1C(CCCC1)C1=C2C=CN(C2=CC=C1)C(C)=O)F 1-(4-(1-(2-amino-4-(((tert-butyldimethylsilyl)oxy)methyl)-7-fluoroquinoline-6-carbonyl)piperidin-2-yl)-1H-indol-1-yl)ethanone